2-(difluoromethoxy)-N-[2-(2,6-dioxo-3-piperidyl)-1,3-dioxo-isoindolin-5-yl]-4-fluoro-3-methyl-benzenesulfonamide FC(OC1=C(C=CC(=C1C)F)S(=O)(=O)NC=1C=C2C(N(C(C2=CC1)=O)C1C(NC(CC1)=O)=O)=O)F